(R)-4-(4-amino-6-(6-ethynyl-4-methylpyridin-3-yl)-7-methyl-7H-pyrrolo[2,3-d]pyrimidin-5-yl)-2'-methylspiro[cyclohexane-1,6'-cyclopenta[b]pyridin] NC=1C2=C(N=CN1)N(C(=C2C2CCC1(C=C3C(N=C(C=C3)C)=C1)CC2)C=2C=NC(=CC2C)C#C)C